C(C)(=O)OCCCC=CCCCCCCCC Tridec-4-en-1-yl acetate